(R*)-3-((S*)-2-((2,5-bis(trifluoromethyl)pyrazolo[1,5-a]pyrimidin-7-yl)amino)-1-(4-fluorophenyl)ethyl)pyrrolidine-1-carboxamide FC(C1=NN2C(N=C(C=C2NC[C@H](C2=CC=C(C=C2)F)[C@@H]2CN(CC2)C(=O)N)C(F)(F)F)=C1)(F)F |o1:12,20|